[Si].[Al] aluminum-silicon salt